octyl-1-vinyl-imidazole hexafluorophosphate F[P-](F)(F)(F)(F)F.C(CCCCCCC)C=1N(C=CN1)C=C